1-isopropylmagnesium bromide C(C)(C)[Mg]Br